N-(1-cyclopentyl-2,3-dioxoindolin-6-yl)-4-((2-hydroxyethyl)sulfonamido)-2-(6-azaspiro[2.5]octan-6-yl)benzamide C1(CCCC1)N1C(C(C2=CC=C(C=C12)NC(C1=C(C=C(C=C1)NS(=O)(=O)CCO)N1CCC2(CC2)CC1)=O)=O)=O